phenyl 3-((3R,4S)-4-(benzoyloxy)-3-((methyl(methyl-d3)amino)methyl)-1-(2-(2,4,5-trifluorophenyl)acetyl)piperidin-4-yl)benzoate C(C1=CC=CC=C1)(=O)O[C@@]1([C@@H](CN(CC1)C(CC1=C(C=C(C(=C1)F)F)F)=O)CN(C([2H])([2H])[2H])C)C=1C=C(C(=O)OC2=CC=CC=C2)C=CC1